C(#N)[C@@]1([C@H](C1)CCOC)NS(=O)(=O)C=1C=C2C(N(C(N(C2=CC1)CC)=O)CC)=O N-((1R,2R)-1-cyano-2-(2-methoxyethyl)cyclopropyl)-1,3-diethyl-2,4-dioxo-1,2,3,4-tetrahydroquinazoline-6-sulfonamide